2-[acetyl(2,4-difluorobenzyl)amino]-7-chloro-6-hydroxy-N-methyl-1-benzothiophene-3-carboxamide C(C)(=O)N(C=1SC2=C(C1C(=O)NC)C=CC(=C2Cl)O)CC2=C(C=C(C=C2)F)F